N1C=CC2=CC(=CC=C12)C(=O)N1CCCC1 (1H-indol-5-yl)(pyrrolidin-1-yl)methanone